ONC(C1=CC=C(C=C1)CN1N=C(C=C1C1=CC=C(C=C1)Br)C=1C=C2C(N(C=NC2=CC1)C)=O)=O N-hydroxy-4-{[3-(3-methyl-4-oxo-3,4-dihydro-quinazolin-6-yl)-5-(4-bromophenyl)-1H-pyrazol-1-yl]methyl}benzamide